COC(C1=C(C(=CC=C1)CO)C=C)=O (hydroxymethyl)-2-vinylbenzoic acid methyl ester